CN1CC2N(C3=CC=C(C=C13)N1C(NC(CC1)=O)=O)CCNC2 1-(6-methyl-2,3,4,4a,5,6-hexahydro-1H-pyrazino[1,2-a]quinoxalin-8-yl)dihydropyrimidine-2,4(1H,3H)-dione